C12C(C3CC(CC(C1)C3)C2)N2C=NC3=C2C=CC(=C3)C3=CC=CC=C3 ((1r,3r,5r,7r)-adamantan-2-yl)-5-phenyl-1H-benzo[d]imidazole